tert-Butyl 4-{[7-(1-ethyl-1H-1,2,4-triazol-5-yl)-5-{[2-(trimethylsilyl)ethoxy]methyl}-5H-pyrrolo[2,3-b]pyrazin-2-yl]oxy}piperidine-1-carboxylate C(C)N1N=CN=C1C1=CN(C2=NC=C(N=C21)OC2CCN(CC2)C(=O)OC(C)(C)C)COCC[Si](C)(C)C